COC1=NC=C(C=N1)OCC(=O)N1CC2=C(CC1)SC(=C2)C2=NOC(=N2)C(F)(F)F 2-((2-methoxypyrimidin-5-yl)oxy)-1-(2-(5-(trifluoromethyl)-1,2,4-oxadiazol-3-yl)-6,7-dihydrothieno[3,2-c]pyridin-5(4H)-yl)ethan-1-one